4-(3-(2,7-Diazaspiro[3.5]nonan-7-carbonyl)-1-(p-tolyl)-1H-pyrazol-5-yl)benzonitril C1NCC12CCN(CC2)C(=O)C2=NN(C(=C2)C2=CC=C(C#N)C=C2)C2=CC=C(C=C2)C